C(C1=CC=CC=C1)OC1=CC(=NC=2C=CC=C(C12)N(C)C)C=1C(=NC=C(C1C)C(F)(F)F)OC1=C(C(=C(C=C1)F)F)C 4-benzyloxy-2-[2-(3,4-difluoro-2-methyl-phenoxy)-4-methyl-5-(trifluoromethyl)-3-pyridinyl]-N,N-dimethyl-quinolin-5-amine